FC(C#CI)(F)OCCOCC1=CC=C(C=C1)OC 1-((2-((1,1-difluoro-3-iodoprop-2-yn-1-yl)oxy)ethoxy)methyl)-4-methoxybenzene